NC(C)C=1C=C(C=C2C(N(C(=NC12)N1CC(CCC1)(F)F)C)=O)C 8-(1-aminoethyl)-2-(3,3-difluoropiperidin-1-yl)-3,6-dimethylquinazolin-4(3H)-one